7-fluoro-3H-spiro[benzo[b][1,4]oxazepine-2,3'-piperidin]-4(5H)-one FC1=CC2=C(OC3(CNCCC3)CC(N2)=O)C=C1